butylidenyl-bis-(3-methyl-6-tert-butylphenol) C(CCCC1=C(C(=CC=C1C)C(C)(C)C)O)=C1C(C(=CC=C1C)C(C)(C)C)O